3-(2-chloro-8-oxo-7,8-dihydro-9H-purin-9-yl)adamantane-1-carboxylic acid ClC1=NC=C2NC(N(C2=N1)C12CC3(CC(CC(C1)C3)C2)C(=O)O)=O